O[C@@H]1[C@@H](N(C[C@@H]([C@H]1O)O)CC1CCN(CC1)C(CCC)=O)CO 1-(4-(((2S,3R,4R,5S)-3,4,5-trihydroxy-2-(hydroxymethyl)piperidin-1-yl)methyl)piperidin-1-yl)butan-1-one